N-(3-(1-cyclohexyl-1H-benzo[d]imidazol-6-yl)-1H-pyrazol-5-yl)-4-((1-methylpiperidin-4-yl)amino)benzamide C1(CCCCC1)N1C=NC2=C1C=C(C=C2)C2=NNC(=C2)NC(C2=CC=C(C=C2)NC2CCN(CC2)C)=O